3'-Tritylamino-N6-benzoyl-2',3'-dideoxyadenosine C(C1=CC=CC=C1)(C1=CC=CC=C1)(C1=CC=CC=C1)N[C@H]1C[C@@H](O[C@@H]1CO)N1C=NC=2C(NC(C3=CC=CC=C3)=O)=NC=NC12